benzophenanthrenyl(biphenylyl)anthracene-d8 C1(=C2C=3C=CC=CC3C3=C(C2=CC=C1)C=CC=C3)C3=C1C(=C(C(=C(C1=C(C=1C(=C(C(=C(C31)[2H])[2H])[2H])[2H])[2H])[2H])[2H])[2H])C3=C(C=CC=C3)C3=CC=CC=C3